methyl 4-[2-(2-cyano-1,1-dimethyl-ethyl)-6-fluoro-1-(4-fluoro-3-methoxy-phenyl)indol-3-yl]-2-methoxy-benzoate C(#N)CC(C)(C)C=1N(C2=CC(=CC=C2C1C1=CC(=C(C(=O)OC)C=C1)OC)F)C1=CC(=C(C=C1)F)OC